4-bromo-5-fluoro-3-methyl-1-(2-trimethylsilylethoxymethyl)benzimidazol-2-one BrC1=C(C=CC=2N(C(N(C21)C)=O)COCC[Si](C)(C)C)F